3-Amino-5,6-bis(4-methoxylphenyl)-1,2,4-triazine NC=1N=NC(=C(N1)C1=CC=C(C=C1)OC)C1=CC=C(C=C1)OC